OC(CN1CCC(CC1)C=1C=C2C(=C(NC2=CC1)C=1C=C(C(N(C1C)C)=O)C#N)C(C)C)(C)C 5-(5-(1-(2-hydroxy-2-methylpropyl)piperidin-4-yl)-3-isopropyl-1H-indol-2-yl)-1,6-dimethyl-2-oxo-1,2-dihydropyridine-3-carbonitrile